N1CCC2(CC1)[C@H](C1=CC=CC=C1C2)N (R)-1,3-dihydrospiro[indene-2,4'-piperidin]-1-amine